6-((4-(8-oxa-3-azabicyclo[3.2.1]octan-3-yl)phenyl)amino)-2-isopropyl-1-(6-(1,1,1-trifluoro-2-methylpropan-2-yl)pyridin-2-yl)-1,2-dihydro-3H-pyrazolo[3,4-d]pyrimidin-3-one C12CN(CC(CC1)O2)C2=CC=C(C=C2)NC2=NC=C1C(=N2)N(N(C1=O)C(C)C)C1=NC(=CC=C1)C(C(F)(F)F)(C)C